N,N'-Di-t-Butoxycarbonyl-N'-(2-naphthalenesulfonyloxy)guanidine C(C)(C)(C)OC(=O)NC(=N)N(OS(=O)(=O)C1=CC2=CC=CC=C2C=C1)C(=O)OC(C)(C)C